tetrahydroquinazolinamine N1C(NCC2=CC=CC=C12)N